N1N=NC2=C1C=CC(=C2)CN2C(C1=CC=C(C=C1C2CC2=C(C=NN2C)Cl)CC2COC2)=O 2-((1H-benzo[d][1,2,3]triazol-5-yl)methyl)-3-((4-chloro-1-methyl-1H-pyrazol-5-yl)methyl)-5-(oxetan-3-ylmethyl)isoindolin-1-one